C(C1=CC=CC=C1)OC(CCCCCCCCCCC(=O)N1C[C@H]([C@@H]([C@H](C1)COCCC(=O)OC(C)(C)C)OCCC(=O)OC(C)(C)C)OCCC(=O)OC(C)(C)C)=O di-tert-butyl 3,3'-(((3R,4R,5R)-1-(12-(benzyloxy)-12-oxododecanoyl)-5-((3-(tert-butoxy)-3-oxopropoxy)methyl)piperidine-3,4-diyl)bis(oxy))dipropionate